C1=CC=NC(=C1)C2=NC(=CC=C2)C3=CC=CC=N3 2,2',6',2''-terpyridine